3-iodo-5-methoxy-2,6-dinitropyridine IC=1C(=NC(=C(C1)OC)[N+](=O)[O-])[N+](=O)[O-]